COC=1C=C(C=C[N+](=O)[O-])C=C(C1OC(F)(F)F)OC 3,5-Dimethoxy-4-trifluoromethoxy-β-nitrostyrene